BrC1=CC(=C(OC2=C(OC(=CC2=O)C)C2=CC=C(C=C2)[S@@](=O)C)C=C1)F (S)-3-(4-bromo-2-fluorophenoxy)-6-methyl-2-(4-(methylsulfinyl)phenyl)-4H-pyran-4-one